2,7,10-trimethyl-1,4,7,10-tetraazacyclotetradecane CC1NCCCCN(CCN(CCNC1)C)C